N,N-dimethyl-4-(mesyloxy)-2-butynamide CN(C(C#CCOS(=O)(=O)C)=O)C